C1(CC1)C1=CC=CC(=N1)[C@@H]1CNCCO1 (s)-2-(6-cyclopropylpyridin-2-yl)morpholine